ClC1=C(C(=CC=C1)Cl)N1C(C2=C(N=C(N=C2)NC=2C=NN(C2)C2CCNCC2)C(=C1)CC)=O 6-(2,6-dichlorophenyl)-8-ethyl-2-[[1-(4-piperidyl)pyrazol-4-yl]amino]pyrido[4,3-d]pyrimidin-5-one